7-(4-chlorophenoxy)-1H,2H,3H-cyclopenta[b]quinoline-9-amine hydrochloride Cl.ClC1=CC=C(OC2=CC=3C(=C4C(=NC3C=C2)CCC4)N)C=C1